4-(6-(2,5-dimethyl-1H-pyrrol-1-yl)-2-ethylpyridin-3-yl)piperazine-1-carboxylic acid tert-butyl ester C(C)(C)(C)OC(=O)N1CCN(CC1)C=1C(=NC(=CC1)N1C(=CC=C1C)C)CC